[5-[3-chloro-6-fluoro-2-[2-[4-(1,2,4-triazol-1-yl) phenyl] ethyl] phenyl]-1,3-dimethyl-6-oxo-pyridazin-4-yl] 2-methylpropionate CC(C(=O)OC=1C(=NN(C(C1C1=C(C(=CC=C1F)Cl)CCC1=CC=C(C=C1)N1N=CN=C1)=O)C)C)C